8-hydroxypyrene-1,3,6-trisulfonic acid trisodium salt [Na+].[Na+].[Na+].OC=1C=C(C=2C=CC3=C(C=C(C=4C=CC1C2C43)S(=O)(=O)[O-])S(=O)(=O)[O-])S(=O)(=O)[O-]